C(CCCCCCC)OC1=NN=NC=C1 octoxy-Triazine